[N+](=O)([O-])C=1C=C(COC2=CC=C(C=C2)C=2N=C(C3=C(N2)NC=C3)C=3CCNCC3)C=CC1 (4-((3-nitrobenzyl)oxy)phenyl)-4-(1,2,3,6-tetrahydropyridin-4-yl)-7H-pyrrolo[2,3-d]pyrimidine